FC1([C@H]([C@H](CN(C1)C1=NC=CC(=N1)NC=1N=CC2=C(C=CC(=C2C1)C(C)C)N1[C@@H]([C@H](C1)CS(=O)(=O)C)C)O)OC([2H])([2H])[2H])F (3S,4S)-5,5-difluoro-1-(4-((5-isopropyl-8-((2R,3S)-2-methyl-3-((methylsulfonyl)meth-yl)azetidin-1-yl)isoquinolin-3-yl)amino)pyrimidin-2-yl)-4-(2H3)methoxypiperidin-3-ol